N1=C(C=C2COCCN21)/C=C/C(=O)N2O[C@@H](C(N1[C@@H]2CN(C([C@@H]1CC(C)C)=O)C1CCN(CC1)C)=O)CC(C)C (3R,6S,9aS)-1-((E)-3-(6,7-dihydro-4H-pyrazolo[5,1-c][1,4]oxazin-2-yl)acryloyl)-3,6-diisobutyl-8-(1-methylpiperidin-4-yl)tetrahydropyrazino[2,1-c][1,2,4]oxadiazine-4,7(3H,6H)-dione